O[C@H](CNC(=O)C1=NC(=NC=C1)N1CCCC1)[C@H]1NCC2=CC(=CC=C2C1)OCC1=C(N=CO1)C N-((2R)-2-hydroxy-2-((3S)-7-[(4-methyloxazol-5-yl)methoxy]-1,2,3,4-tetrahydroisoquinolin-3-yl)ethyl)-2-pyrrolidin-1-yl-pyrimidine-4-carboxamide